C(C)O[Si](CCC(N)N)(OCC)OCC 3-triethoxysilylpropanediamine